NC=1C=C(C=CC1)C(CCNC1=CC(=C(C=C1)C(F)(F)F)Cl)(C)C N-(3-(3-aminophenyl)-3-methylbutyl)-3-chloro-4-(trifluoromethyl)aniline